(S or R)-5-(2-(3-(2-(5-fluorothiophen-2-yl)ethyl)-3-((2,2,2-trifluoroethoxy)methyl)pyrrolidin-1-yl)propan-2-yl)-2-methylpyridine FC1=CC=C(S1)CC[C@]1(CN(CC1)C(C)(C)C=1C=CC(=NC1)C)COCC(F)(F)F |o1:8|